(3-(3-((1,3-Dioxoisoindolin-2-yl)methyl)benzyl)-1,2,3-oxadiazol-3-ium-5-yl)((3-(2-phenylacetamido)-5-(trifluoromethyl)phenyl)carbamoyl)amide O=C1N(C(C2=CC=CC=C12)=O)CC=1C=C(C[N+]2=NOC(=C2)[N-]C(NC2=CC(=CC(=C2)C(F)(F)F)NC(CC2=CC=CC=C2)=O)=O)C=CC1